CN1N=C(C=2C(N(C=C(C21)C)C)=O)C(=O)NC2=CC=C(C=C2)N2CCOCC2 1,5,7-trimethyl-N-(4-(morpholin-4-yl)phenyl)-4-oxo-4,5-dihydro-1H-pyrazolo[4,3-c]pyridine-3-carboxamide